N,N-di-n-propylaminomethyltriethoxysilane C(CC)N(CCC)C[Si](OCC)(OCC)OCC